OC(=O)C(F)(F)F.N1=NC(=CC=C1)C(=O)N Pyridazine-3-carboxamide TFA salt